NC=1NC2=C(N1)C=C(C(=C2)C)C 2-amino-5,6-dimethyl-benzoimidazole